2-cyclohexyl-2-(3,3-diethylpentyl)-1,3-dimethoxypropane C1(CCCCC1)C(COC)(COC)CCC(CC)(CC)CC